NC1=C(C(=NC=N1)OC=1C=C(C=CC1)NC(C=C)=O)C1=CC=C(C=C1)OCC1=CC=C(C=C1)F N-(3-{6-Amino-5-[4-(4-fluoro-benzyloxy)-phenyl]-pyrimidin-4-yloxy}-phenyl)-acrylamide